propylenediamine hydroiodide I.C(C(C)N)N